[N+](=O)([O-])C1=CC=C(C=C1)C1=NC(=CC(=C1)C1=CC=C(C=C1)[N+](=O)[O-])C1=CC=C(C=C1)[N+](=O)[O-] 2,4,6-tris(4-nitrophenyl)pyridine